methyl (2R)-[5-[4-butoxy]phenyl]-2-[[(1,1-dimethylethoxy)carbonyl]amino]-pentanoate CCCCOC=1C=CC=C(C1)[C@@](C(=O)OC)(CCC)NC(=O)OC(C)(C)C